NC=1N=C(SC1C(C1=CC=C(C=C1)OC(F)F)=O)N(C1=CC=C(C=C1)F)[C@H](C(=O)N)C (S)-2-(N-[4-Amino-5-[4-(difluoromethoxy)benzoyl]thiazol-2-yl]-4-fluoroanilino)propanamid